[N+](=O)([O-])C=1C(=NN2C1N=NC(=C2N)C2=NN=NN2)N 8-nitro-3-(1H-tetrazole-5-yl)pyrazolo[5,1-c][1,2,4]Triazine-4,7-diamine